CC1C(C1C)C1=NC(=NO1)C(=O)[O-].[K+] potassium 5-(2,3-cis-dimethylcyclopropyl)-1,2,4-oxadiazole-3-carboxylate